C(C)(C)(C)OC(=O)N(CC(=O)OCC1=CC=CC=C1)C1CCN(CC1)C benzyl 2-{[(tert-butoxy)carbonyl] (1-methylpiperidin-4-yl)amino}acetate